N-((3R,4S)-4-((7-(2,6-dichloro-3,5-dimethoxyphenyl)-5-(((tetrahydro-2H-pyran-4-yl)methyl)amino)-2,6-naphthyridin-3-yl)amino)tetrahydrofuran-3-yl)acrylamide ClC1=C(C(=C(C=C1OC)OC)Cl)C1=NC(=C2C=C(N=CC2=C1)N[C@H]1[C@H](COC1)NC(C=C)=O)NCC1CCOCC1